(3S)-3-(5-{[(3R*,4S*)-1-{[8-fluoro-2-(oxan-4-yl)quinolin-6-yl]methyl}-4-(2-methylpyridin-4-yl)pyrrolidin-3-yl]oxy}-1-oxo-2,3-dihydro-1H-isoindol-2-yl)piperidine-2,6-dione FC=1C=C(C=C2C=CC(=NC12)C1CCOCC1)CN1C[C@@H]([C@H](C1)C1=CC(=NC=C1)C)OC=1C=C2CN(C(C2=CC1)=O)[C@@H]1C(NC(CC1)=O)=O |o1:20,21|